C(C1=CC=CC=C1)OC(=O)NC1(CN(CC1)C(=O)OC(C)(C)C)C[N+](=O)[O-] tert-butyl 3-{[(benzyloxy)carbonyl] amino}-3-(nitromethyl)pyrrolidine-1-carboxylate